3-diethylaminophenol C(C)N(C=1C=C(C=CC1)O)CC